3-cyano-1-(3-(trifluoromethyl)benzyl)-1H-pyrrole C(#N)C1=CN(C=C1)CC1=CC(=CC=C1)C(F)(F)F